4-(2-(4-(hydroxymethyl)-2,6-dihydropyrrolo[3,4-c]pyrazol-5(4H)-yl)-6,7-dihydro-5H-cyclopenta[d]pyrimidin-4-yl)benzamide OCC1N(CC2=NNC=C21)C=2N=C(C1=C(N2)CCC1)C1=CC=C(C(=O)N)C=C1